(Z)-5-(3-ethoxy-4-hydroxybenzylidene)-2-thioxothiazolidin-4-one C(C)OC=1C=C(\C=C/2\C(NC(S2)=S)=O)C=CC1O